N,5-dimethyl-3-(trifluoromethyl)-6,7-dihydro-4H-benzothiophen-5-amine hydrochloride Cl.CNC1(CCC2=C(C(=CS2)C(F)(F)F)C1)C